5-bromo-3-{[3-fluoro-5-(trifluoromethyl)phenyl]methoxy}-2-iodopyridine BrC=1C=C(C(=NC1)I)OCC1=CC(=CC(=C1)C(F)(F)F)F